Cl.FC1=CC=CC2=C1CNC1=C(COC2)C=C(C=2N1C=NN2)C=2C(=NC=CC2)C 12-fluoro-4-(2-methylpyridin-3-yl)-6,8,13,14-tetrahydro-[1,2,4]triazolo[4',3':1,6]pyrido[3,2-c]benzo[g][1,5]oxazonine hydrochloride salt